CCCCCCCCCCCCCCCCCCCCCCCCCCCCCCCC n-Dotriacontane